CC1(OCC[C@@H](C1)C=1C=C2C=C(N(C2=CC1)C1([C@H]2COC[C@@H]12)C1=NOC(N1)=C=O)C(=O)N(C1=CC=CC=C1)C)C 5-((S)-2,2-dimethyltetrahydro-2H-pyran-4-yl)-N-methyl-1-((1R,5S,6r)-6-(5-carbonyl-4,5-dihydro-1,2,4-oxadiazol-3-yl)-3-oxabicyclo[3.1.0]hexane-6-yl)-N-phenyl-1H-indole-2-carboxamide